C1(CCCC1)CC=1/C(/C2=CC=C(C=C2C1CC(=O)O)F)=C/C1=CC(=CC=C1)OC1=CC=CC=C1 (Z)-2-(2-(Cyclopentylmethyl)-5-fluoro-1-(3-phenoxybenzylidene)-1H-inden-3-yl)acetic acid